FC1=C(OC=2C3=C(N=CN2)CN(CC3)C(=O)OC(C)(C)C)C=CC(=C1)NC(=O)C=1C(N(C(N(C1)C(C)C)=O)C1=CC=C(C=C1)F)=O tert-butyl 4-(2-fluoro-4-(3-(4-fluorophenyl)-1-isopropyl-2,4-dioxo-1,2,3,4-tetrahydropyrimidine-5-carboxamido)phenoxy)-5,6-dihydropyrido[3,4-d]pyrimidine-7(8H)-carboxylate